6-((3-chlorobenzyl)oxy)-N-(prop-2-yn-1-yl)-1,2,3,4-tetrahydronaphthalen-1-amine ClC=1C=C(COC=2C=C3CCCC(C3=CC2)NCC#C)C=CC1